(3-isocyanatophenyl)(methyl)sulfane N(=C=O)C=1C=C(C=CC1)SC